C(=O)C1=CC(=CS1)C1=CSC(=C1)C(=O)O 5'-FORMYL-3,3'-BITHIOPHENE-5-CARBOXYLIC ACID